Cl.COCC=1C(=C(C=CC1)NC(=O)C1=CC2=C(N1C)C=CS2)COC2=CC=C(C=C2)OC[C@@H]2CNCC2 N-[3-(Methoxymethyl)-2-[[4-[[(3S)-pyrrolidin-3-yl]methoxy]phenoxy]methyl]phenyl]-4-methyl-thieno[3,2-b]pyrrole-5-carboxamide hydrochloride